(3-Cyano-4,5-difluorophenyl)-1-((5-(difluoromethyl)-1H-pyrazol-3-yl)methyl)-1-(2-methoxypyrimidin-5-yl)urea C(#N)C=1C=C(C=C(C1F)F)NC(N(C=1C=NC(=NC1)OC)CC1=NNC(=C1)C(F)F)=O